N-[2-(1-benzylpiperidin-4-yl)ethyl]-1-(3-methanesulfonylphenyl)piperidine-4-carboxamide C(C1=CC=CC=C1)N1CCC(CC1)CCNC(=O)C1CCN(CC1)C1=CC(=CC=C1)S(=O)(=O)C